4-(3-cyano-6-(1-methyl-1H-pyrazol-4-yl)pyrazolo[1,5-a]pyridin-4-yl)-N-((6-(4-fluoro-1H-pyrazol-1-yl)pyridin-3-yl)methyl)piperazine-1-carboxamide C(#N)C=1C=NN2C1C(=CC(=C2)C=2C=NN(C2)C)N2CCN(CC2)C(=O)NCC=2C=NC(=CC2)N2N=CC(=C2)F